CC1=CC(=CC=C1C1=CC=C(C=C1C)N)N 6,6'-dimethyl-4,4'-diaminobiphenyl